CCCCOC(=O)C=CC(=O)OCCCC di-N-butyl fumarate